CC1=CC=C(C=C1)[S+](C1=CC=CC=C1)C1=CC=C(C=C1)C bis(4-methylphenyl)phenyl-sulfonium